BrC1=C(C(=CC=C1)C1=CC(=CC(=C1)C(C)(C)C)C(C)(C)C)N 3-bromo-3',5'-di-tert-butyl-[1,1'-biphenyl]-2-amine